The molecule is a member of the class of pteridines that is pteridine in which the hydrogens at positions 2 and 4 are replaced by amino groups, whilst those at positions 6 and 7 are replaced by isopropyl groups. It has a role as a vibriostatic agent and an antifolate. It is a member of pteridines and a primary amino compound. CC(C)C1=NC2=C(N=C(N=C2N=C1C(C)C)N)N